5-[2-(2-chlorophenyl)ethyl]-6-fluoro-1,1-dioxo-4H-1,2,4-benzothiadiazin-3-ol ClC1=C(C=CC=C1)CCC1=C(C=CC2=C1NC(=NS2(=O)=O)O)F